ClC1=C(C=CC=C1Cl)C1=C2N(C(=NC1=CF)N1CCC(CC1)(N)C)CC=N2 1-(8-(2,3-dichlorophenyl)-7-(fluoromethylene)imidazo[1,2-c]pyrimidin-5-yl)-4-methylpiperidin-4-amine